6-(4-[3,7-dioxa-9-azabicyclo[3.3.1]non-9-ylmethyl]phenyl)-4-[(3S)-piperidin-3-ylamino]pyrido[3,2-d]pyrimidine-8-carboxamide C12COCC(COC1)N2CC2=CC=C(C=C2)C=2C=C(C=1N=CN=C(C1N2)N[C@@H]2CNCCC2)C(=O)N